isopropyl (2R,3R)-2-(4-hydroxyphenyl)-5-((E)-3-oxo-3-propoxyprop-1-en-1-yl)-2,3-dihydrobenzofuran-3-carboxylate OC1=CC=C(C=C1)[C@@H]1OC2=C([C@H]1C(=O)OC(C)C)C=C(C=C2)\C=C\C(OCCC)=O